N-(2,2-Dimethylpiperidin-4-yl)-N-methyl-7-(1H-pyrazol-4-yl)-4H-chromeno[3,4-d]thiazol-2-amine CC1(NCCC(C1)N(C=1SC2=C(N1)COC=1C=C(C=CC12)C=1C=NNC1)C)C